4-hydroxybenzamide, ammonium salt [NH4+].OC1=CC=C(C(=O)[NH-])C=C1